N1=C(C=CC=C1)CN1CCN(CCN(CCN(CC1)CC1=NC=CC=C1)CC1=NC=CC=C1)CC1=NC=CC=C1 1,4,7,10-tetrakis(pyridin-2-ylmethyl)-1,4,7,10-tetraazacyclododecane